CC1(OC2=C(C1)C=C(C(=C2)N2CCC(CC2)C(C(F)(F)F)O)NC(=O)C=2C=NN1C2N=CC=C1)C N-(2,2-Dimethyl-6-(4-(2,2,2-trifluoro-1-hydroxyethyl)piperidin-1-yl)-2,3-dihydrobenzo-furan-5-yl)pyrazolo[1,5-a]pyrimidine-3-carboxamide